C(C)OC(C(C(=O)OC(C(C(O)OCC)(C(O)OCC)C(O)OCC)OCC)=C(OCC)OCC)OCC tetraethoxypentaerythritol (tetraethoxymethacrylate)